CC1=C(OCC2=C(C=CC=C2)[C@@H](C(=O)NC)OC)C=C(C=C1)C (2S)-2-{2-[(2,5-dimethylphenoxy)methyl]phenyl}-2-methoxy-N-methylacetamid